2-ethylhexyl-3,3-diphenylcyanoacrylate C(C)C(COC(C(=C(C1=CC=CC=C1)C1=CC=CC=C1)C#N)=O)CCCC